C(=O)(O)C=C(C(=O)O)C(=O)O tricarboxyethylene